[13C](CCCCCCCCCC)(=O)O undecanoic acid-1-13C